FC1=C(C(=CC=C1)F)CN1N=C(N=C1)C(=O)N[C@H]1C(N(C=2N(CC1)C=NC2)C)=O 1-[(2,6-Difluorophenyl)methyl]-N-[(3R)-1-methyl-2-oxo-4,5-dihydro-3H-imidazo[1,5-a][1,3]diazepin-3-yl]-1,2,4-triazol-3-carboxamid